(R)-2-((5-(2-(6-((2-acetamidoethyl)(methyl)amino)-2-methylhex-3-yl)-2,6-diazaspiro[3.4]oct-6-yl)-1,2,4-triazin-6-yl)oxy)-N-ethyl-5-fluoro-N-isopropylbenzamide fumarate C(\C=C\C(=O)O)(=O)O.C(C)(=O)NCCN(CCC[C@H](C(C)C)N1CC2(C1)CN(CC2)C=2N=CN=NC2OC2=C(C(=O)N(C(C)C)CC)C=C(C=C2)F)C